(1-(3-chloro-4-(trifluoromethoxy)phenyl)-2-ethynyl-1H-benzo[d]imidazol-5-yl)(morpholino)methanone ClC=1C=C(C=CC1OC(F)(F)F)N1C(=NC2=C1C=CC(=C2)C(=O)N2CCOCC2)C#C